1-(3,5-dichlorophenyl)-N-[[2-(ethylamino)pyrimidin-4-yl]methyl]-3-methyl-5-oxopyrrolidine-3-carboxamid ClC=1C=C(C=C(C1)Cl)N1CC(CC1=O)(C(=O)NCC1=NC(=NC=C1)NCC)C